5'-O-[bis(4-methoxyphenyl)(phenyl)methyl]-1-[2-(1,3-dioxido-1,3-dihydro-2H-isoindol-2-yl)ethyl]inosine COC1=CC=C(C=C1)C(OC[C@@H]1[C@H]([C@H]([C@@H](O1)N1C=NC=2C(=O)N(C=NC12)CCN1C(C2=CC=CC=C2C1[O-])[O-])O)O)(C1=CC=CC=C1)C1=CC=C(C=C1)OC